C(#N)N1C[C@H](CC1)C(=O)NC=1SC2=C(N1)C(=CC=C2)C=2C(=NOC2C)C (S)-1-cyano-N-(4-(3,5-dimethylisoxazol-4-yl)benzo[d]thiazol-2-yl)pyrrolidine-3-carboxamide